2-(((7-((3,4-dichlorophenyl)amino)-[1,2,4]triazolo[1,5-a]pyrimidin-5-yl)methyl)thio)-6-oxo-4-phenyl-1,6-dihydropyrimidine-5-carbonitrile ClC=1C=C(C=CC1Cl)NC1=CC(=NC=2N1N=CN2)CSC=2NC(C(=C(N2)C2=CC=CC=C2)C#N)=O